CC1=C(C=NN1C1CCNCC1)C=1C=C(C=2N(C1)N=CC2C#N)SC2=CC(NC=C2)=O 6-[5-Methyl-1-(4-piperidyl)pyrazol-4-yl]-4-[(2-oxo-1H-pyridin-4-yl)sulfanyl]pyrazolo[1,5-a]pyridine-3-carbonitrile